2-(2,6-dioxopiperidine-3-yl)-4,6,7-trifluoroisoindoline-1,3-dione O=C1NC(CCC1N1C(C2=C(C(=CC(=C2C1=O)F)F)F)=O)=O